NCC[SiH2]OCCCCCCCCCCCCCC(OCCCCCCCCCCCC)OCCCCCCCCCCCC 2-aminoethyl(didodecanoxy)tetradecanoxysilane